C(C)(C)C=1N=CN(C1)C1=CC=C2C(C(N(C2=C1)C=1C=NC(=CC1)C)=O)(C)C 6-(4-Isopropylimidazol-1-yl)-3,3-dimethyl-1-(6-methyl-3-pyridyl)indolin-2-one